C1(=CC=CC=C1)C1=NC(=NC(=N1)C1=CC=CC=C1)C1=CC(=C(C=C1)C=1C(=CC=CC1)C1=CC=CC=C1)C=1C2=CC=CC=C2C=2C=CC=CC2C1 4,6-diphenyl-2-[2-(9-phenanthryl)-1,1':2',1''-terphenyl-4-yl]-1,3,5-triazine